1-(2-bromophenyl)cyclopentan-1-ol (3-((4-Cyano-3-fluorophenoxy)methyl)-1-((2,4-dichlorophenyl)sulfonyl)azetidin-3-yl)methyl-2-aminoethane-1-sulfonate trifluoroacetate salt FC(C(=O)O)(F)F.C(#N)C1=C(C=C(OCC2(CN(C2)S(=O)(=O)C2=C(C=C(C=C2)Cl)Cl)CC(CN)S(=O)(=O)OC2(CCCC2)C2=C(C=CC=C2)Br)C=C1)F